O=C1NC(CCC1N1C(C2=CC=CC(=C2C1=O)N1CCC(CC1)CO)=O)=O 2-(2,6-dioxopiperidin-3-yl)-4-(4-(hydroxymethyl)piperidin-1-yl)isoindole-1,3-dione